Cl.O1N=CC(=C1)C1=C2CCO[C@H](C2=CC=C1)CNC |o1:11| rel-(R)-1-(5-(Isoxazol-4-yl)isochroman-1-yl)-N-methylmethanamine hydrochloride salt